(8-syn)-3-[6-chloro-2-({1-[3-(methoxymethyl)bicyclo[1.1.1]pentan-1-yl]-1H-pyrazol-4-yl}amino)quinazolin-7-yl]-8-methyl-3-azabicyclo[3.2.1]octan-8-ol ClC=1C=C2C=NC(=NC2=CC1N1CC2CCC(C1)C2(O)C)NC=2C=NN(C2)C21CC(C2)(C1)COC